4-amino-7-chloro-1-methyl-N-(2-oxo-1,3-oxazinan-3-yl)-N-[[5-(trifluoromethyl)-2-pyridyl]methyl]pyrazolo[4,3-c]quinoline-8-carboxamide NC1=NC=2C=C(C(=CC2C2=C1C=NN2C)C(=O)N(CC2=NC=C(C=C2)C(F)(F)F)N2C(OCCC2)=O)Cl